tert-butyl N-[(1S)-2-[[5-chloro-6-(trifluoromethyl)-3-pyridyl]amino]-1-methyl-2-oxo-ethyl]carbamate ClC=1C=C(C=NC1C(F)(F)F)NC([C@H](C)NC(OC(C)(C)C)=O)=O